8-((2S,5S)-4-(bis(4-fluorophenyl)methyl)-5-(chloromethyl)-2-methylpiperazin-1-yl)-5-methyl-6-oxo-5,6-dihydro-1,5-naphthyridine-2-carbonitrile FC1=CC=C(C=C1)C(N1C[C@@H](N(C[C@H]1CCl)C1=CC(N(C=2C=CC(=NC12)C#N)C)=O)C)C1=CC=C(C=C1)F